C([C@H]1CO1)OS(=O)(=O)C1=CC(=CC=C1)[N+](=O)[O-] (R)-(+)-m-nitrobenzenesulfonic acid glycidyl ester